Ethyl 1-(cyclopropylmethyl)-1H-pyrazole-4-carboxylate C1(CC1)CN1N=CC(=C1)C(=O)OCC